diphenyl phosphate piperazine salt N1CCNCC1.P(=O)(OC1=CC=CC=C1)(OC1=CC=CC=C1)O